N-[6-[(1R)-1-(1,1-dimethylethylsulfinylamino)ethyl]-4-(trifluoromethyl)-2-pyridinyl]Acetamide CC(C)(C)S(=O)N[C@H](C)C1=CC(=CC(=N1)NC(C)=O)C(F)(F)F